1-[4-(2,4-dioxo-1,2,3,4-tetrahydronaphtho[1,2-b][1,4]diazepine-5-yl)phenyl]-3-phenylurea O=C1CC(N(C2=C(N1)C1=CC=CC=C1C=C2)C2=CC=C(C=C2)NC(=O)NC2=CC=CC=C2)=O